CC(CCCCCC)C(=O)OC(C)(C)C Tert-butyl octane-2-carboxylate